(5-fluoro-6-methyl-2-oxo-1,4-dihydroquinazolin-3-yl)acetic acid FC1=C2CN(C(NC2=CC=C1C)=O)CC(=O)O